CC1=CC(=C(C=N1)C(=O)OC)C=1CCN(CC1)C(=O)OC(C)(C)C 1-tert-butyl 3'-methyl 6'-methyl-3,6-dihydro-2H-[4,4'-bipyridine]-1,3'-dicarboxylate